(6S,7R)-N-ethyl-3-fluoro-2-oxo-7-({[(CIS)-4-phenylcyclohexyl]oxy}methyl)-4-oxa-1,8-diazaspiro[5.5]undecane-8-carboxamide C(C)NC(=O)N1[C@H]([C@]2(COC(C(N2)=O)F)CCC1)CO[C@@H]1CC[C@@H](CC1)C1=CC=CC=C1